N=1C=NN2C1C=NC=C2 [1,2,4]triazolo[1,5-a]pyrazin